FC1=C(OC2CC(C2)(C(=O)N2C[C@H]3OC4=C([C@@H]2C3)C=NC=C4C#N)F)C=CC(=C1)F (2S,5S)-4-(3-(2,4-difluorophenoxy)-1-(R or S)-fluorocyclobutane-1-carbonyl)-2,3,4,5-tetrahydro-2,5-methanopyrido[3,4-f][1,4]oxazepine-9-carbonitrile